Amino-3-hydroxy-5-methyl-4-isoxazolepropionic acid NC(C(=O)O)CC=1C(=NOC1C)O